BrC=1C=C(C=NC1)N(C1=NC(=NC2=CC(=CC=C12)Cl)NN)CC(F)(F)F N-(5-bromopyridin-3-yl)-7-chloro-2-hydrazineyl-N-(2,2,2-trifluoroethyl)quinazolin-4-amine